ClC=1C=C(C#N)C=C(C1)CCN1CC(C(C1)C)COC1=CC=C(C=C1)C1(CC1)S(=O)(=O)C 3-chloro-5-{2-[3-{[4-(1-methanesulfonylcyclopropyl)phenoxy]methyl}-4-methylpyrrolidin-1-yl]ethyl}benzonitrile